C1(CCC1)C(=O)[O-].[Ba+2].C1(CCC1)C(=O)[O-] barium cyclobutaneate